CC1=C(C=CC(=C1)C(C(F)(F)F)(C(F)(F)F)F)N 2-Methyl-4-heptafluoroisopropylaniline